methyl-(benzyl)ethoxypropoxysilane C[SiH](OCCCOCC)CC1=CC=CC=C1